2-[5-(2-chlorophenyl)-4-(2-trimethylsilylethoxymethyl)-1,2,4-triazol-3-yl]-3,3-dicyclopropyl-N-[4-[3,5-dimethyl-1-(2-trimethylsilylethoxymethyl)pyrazol-4-yl]phenyl]propanamide ClC1=C(C=CC=C1)C=1N(C(=NN1)C(C(=O)NC1=CC=C(C=C1)C=1C(=NN(C1C)COCC[Si](C)(C)C)C)C(C1CC1)C1CC1)COCC[Si](C)(C)C